4-(2-hydroxyethyl)-piperazine-1-ethanesulfonic acid sodium salt [Na+].OCCN1CCN(CC1)CCS(=O)(=O)[O-]